BrC1=CC(=C(C(=C1)F)C1=NN=C(S1)NC(=O)C1=CC=C(C(=O)O)C=C1)F 4-{[5-(4-bromo-2,6-difluorophenyl)-1,3,4-thiadiazol-2-yl]carbamoyl}benzoic acid